ClC1=CC(=C(C=C1)NC(=O)C=1OC(=CC1)C1=C(N=CN1C1CCCCC1)C1=CC=C(C=C1)F)F N-(4-chloro-2-fluorophenyl)-5-(1-cyclohexyl-4-(4-fluorophenyl)-1H-imidazol-5-yl)furan-2-carboxamide